(1-(2'-fluoro-[1,1'-biphenyl]-4-yl)-2-oxopiperidin-3-yl)-3-(4-(trifluoromethyl)phenyl)urea FC1=C(C=CC=C1)C1=CC=C(C=C1)N1C(C(CCC1)NC(=O)NC1=CC=C(C=C1)C(F)(F)F)=O